CC1=NOC(=C1C=1C=C(OC2=C(C=C(C=C2C)NC(=O)NCCN2CCCCC2)C)C=C(C1)C)C 1-(4-(3-(3,5-dimethylisoxazol-4-yl)-5-methylphenoxy)-3,5-dimethylphenyl)-3-(2-(piperidin-1-yl)ethyl)urea